5-methoxymethyl-bicyclo[2.2.1]hept-2-ene COCC1C2C=CC(C1)C2